FC=1C=CC(=NC1)C1=NN2C(COC(C2)C)=C1C1=C2C(=NC(=C1)C)NN=C2 2-(5-fluoro-2-pyridinyl)-6-methyl-3-(6-methyl-1H-pyrazolo[3,4-b]pyridin-4-yl)-6,7-dihydro-4H-pyrazolo[5,1-c][1,4]oxazine